(3aR,4R,6aR)-1-benzyl-4-methyl-octahydropyrrolo-[3,4-b]pyrrole C(C1=CC=CC=C1)N1[C@@H]2[C@H](CC1)[C@H](NC2)C